NCC=1OC2=C(C1)C=C(C=C2Cl)C2=CC=C(C(=N2)C(=O)N2CCOCC2)F (6-(2-(aminomethyl)-7-chlorobenzofuran-5-yl)-3-fluoropyridin-2-yl)(morpholino)methanone